C(CCCCCCCCCCCCC)(=O)OC[C@@H](OC(CCCCCCCCCCCCC)=O)COP(=O)(O)O 1,2-di-myristoyl-sn-glycero-3-phosphate